(E)-N-(6-(2-(3-cyano-6-(1-methyl-1H-pyrazol-4-yl)pyrazolo[1,5-a]pyridin-4-yl)vinyl)pyridin-2-yl)acrylamide C(#N)C=1C=NN2C1C(=CC(=C2)C=2C=NN(C2)C)/C=C/C2=CC=CC(=N2)NC(C=C)=O